N2,N2,N6,N6-tetrakis(2-methoxyethyl)-8-(4-methoxypiperidin-1-yl)-N4-(3-(trifluoromethoxy)benzyl)pyrimido[5,4-d]pyrimidine-2,4,6-triamine COCCN(C=1N=C(C2=C(N1)C(=NC(=N2)N(CCOC)CCOC)N2CCC(CC2)OC)NCC2=CC(=CC=C2)OC(F)(F)F)CCOC